FC(CN1N=CC(=C1)NC=1N=C(C2=C(N1)NC=C2)N[C@H]2CN(CCC2)C(C=C)=O)F (R)-1-(3-(2-(1-(2,2-Difluoroethyl)-1H-pyrazol-4-ylamino)-7H-pyrrolo[2,3-d]pyrimidin-4-ylamino)piperidin-1-yl)prop-2-en-1-on